tert-Butyl 5-(5-(3'-methyl-2'-oxo-2',3'-dihydrospiro[cyclobutane-1,1'-pyrrolo[2,3-c]quinolin]-8'-yl)-3-(methylsulfonamido)pyridin-2-yl)hexahydropyrrolo[3,4-c]pyrrole-2(1H)-carboxylate CN1C(C2(C3=C1C=NC=1C=CC(=CC31)C=3C=C(C(=NC3)N3CC1C(C3)CN(C1)C(=O)OC(C)(C)C)NS(=O)(=O)C)CCC2)=O